C(C(=C)C)(=O)OCCC[SiH2]C(OCC)OCC methacryloyloxypropyl-diethoxymethylsilane